C(C)(C)C1=NOC=2CCC=3C=NC(=NC3C21)NC2=NC=CC=C2C2CNCCN2C(=O)[O-] 6-(((9-isopropyl-5,6-dihydroisoxazolo[5,4-H]quinazolin-2-yl)amino)pyridin-3-yl)piperazin-1-carboxylate